Cl.C(C)(C)(C)OC(=O)C1=CN(C(C=C1C(=O)N(N)C)=O)C1CC(C1)O 1-((1r,3r)-3-hydroxycyclobutyl)-4-(1-methylhydrazine-1-carbonyl)-6-oxo-1,6-dihydropyridine-3-carboxylic acid tert-butyl ester hydrochloride